C(C)C1=CC=C(O1)CC1=NC=2N(C=C(NC2CC2=CC(=CC=C2)F)C2=CC=CC=C2)C1=O 2-((5-Ethylfuran-2-yl)methyl)-8-(3-Fluorobenzyl)-6-phenylimidazo[1,2-a]pyrazin-3(7H)-on